C(C)(C)(C)OC(N[C@@H]1CC[C@H](CC1)NC1=NC=C(N=C1)C=1C=NC(=NC1)OC)=O (trans-4-((5-(2-methoxypyrimidin-5-yl)pyrazin-2-yl)amino)cyclohexyl)carbamic acid tert-butyl ester